FC=1C=C(C=NC1)OC1=CC(=NC=C1)C(=O)N[C@@H]1C(N(C2=C(OC1)C=CC(=C2)C#CC2(COC2)O)C)=O (S)-4-((5-fluoropyridin-3-yl)oxy)-N-(7-((3-hydroxyoxetan-3-yl)ethynyl)-5-methyl-4-oxo-2,3,4,5-tetrahydrobenzo[b][1,4]oxazepin-3-yl)picolinamide